S(=O)(=O)(C1=CC=C(C)C=C1)N1CCC2=CC(=CC=C12)C(=O)C=1C=C(C(=O)NN)C=CC1 3-(1-tosylindoline-5-carbonyl)benzohydrazide